COC=1C(=C2C=CNC2=C(C1)C)CN1C[C@H]2N(CC1C1=CC=C(C(=O)O)C=C1)[C@@H](CC2)C 4-((6R,8aS)-2-((5-methoxy-7-methyl-1H-indol-4-yl)methyl)-6-methyloctahydropyrrolo[1,2-a]pyrazin-3-yl)benzoic acid